tantalum ethoxide salt [O-]CC.[Ta+5].[O-]CC.[O-]CC.[O-]CC.[O-]CC